serinopiperazine N([C@@H](CO)C(=O)O)N1CCNCC1